BrC=1N(C2=CC(=CC=C2C1SC=1C=C(C(=O)O)C=CC1)Cl)C=1C=NN(C1)CC 3-((2-bromo-6-chloro-1-(1-ethyl-1H-pyrazol-4-yl)-1H-indol-3-yl)thio)benzoic acid